N-(5-(2-(1-ethyl-5,5-dimethylpyrrolidin-2-yl)acetamido)-2-methylpyridin-3-yl)-6-(1-methyl-1H-pyrazol-4-yl)pyrazolo[1,5-a]pyrazine-3-carboxamide C(C)N1C(CCC1(C)C)CC(=O)NC=1C=C(C(=NC1)C)NC(=O)C=1C=NN2C1C=NC(=C2)C=2C=NN(C2)C